(R)-4-(7-(Sulfonylmethyl)-2-(1H-pyrrolo[2,3-c]pyridin-4-yl)thieno[3,2-d]pyrimidine-4-yl)-3-methylmorpholine S(=O)(=O)=CC1=CSC2=C1N=C(N=C2N2[C@@H](COCC2)C)C2=C1C(=CN=C2)NC=C1